(diphenylsilanediyl)bis(ethane-2,1-diyl) diacrylate C(C=C)(=O)OCC[Si](CCOC(C=C)=O)(C1=CC=CC=C1)C1=CC=CC=C1